C(#N)[C@@H]1C[C@H](C1)N1C2=NC(=NC=C2N(C1=O)C)NC=1C(=C(C(=O)N)C=C(C1)C)F ((9-(trans-3-cyanocyclobutyl)-7-methyl-8-oxo-8,9-dihydro-7H-purin-2-yl)amino)-2-fluoro-5-methylbenzamide